O1C(=NC=C1)C=1C(=NC=CN1)C(=O)NCCN1C(CCC1)=O (Oxazol-2-yl)-N-(2-(2-oxopyrrolidin-1-yl)ethyl)pyrazine-2-carboxamide